4-(1,4-dioxaspiro[4.5]dec-7-en-8-yl)pyridine O1CCOC12CC=C(CC2)C2=CC=NC=C2